COC=1C=C(C#N)C=CC1OCCOC1=CC(=CC=C1)C1=CC=NN1C 3-methoxy-4-(2-(3-(1-methyl-1H-pyrazol-5-yl)phenoxy)ethoxy)benzonitrile